ClC1=CN=CC(=N1)C1=C(C=2N(C=C1)N=C(N2)N2C(=CC=C2C)C)OC 7-(6-chloropyrazin-2-yl)-2-(2,5-dimethyl-1H-pyrrol-1-yl)-8-methoxy-[1,2,4]triazolo[1,5-a]pyridine